ClC1=NC=C(C(=N1)NCC1=CC=C(C=C1)C=1N(C=C(N1)C(F)(F)F)C)O 2-chloro-4-[([4-[1-methyl-4-(trifluoromethyl)-1H-imidazol-2-yl]phenyl]methyl)-amino]pyrimidin-5-ol